C(C)(C)(C)OC(=O)N(NC(=O)[O-])C(C(=O)OC)C(C#C[Si](C(C)C)(C(C)C)C(C)C)CCOS(=O)(=O)C1=CC=C(C)C=C1 tert-butyl-1-(1-methoxy-1-oxo-3-(2-(tosyloxy)ethyl)-5-(triisopropylsilyl)pent-4-yn-2-yl)hydrazine-1,2-dicarboxylate